8-(1-Methyl-1H-pyrazol-4-yl)-2-phenylpyrazolo[1,5-a]quinazolin-5(4H)-one CN1N=CC(=C1)C1=CC=C2C(NC=3N(C2=C1)N=C(C3)C3=CC=CC=C3)=O